(1s,3s)-3-hydroxycyclobutane OC1CCC1